C1(=CC=CC=C1)C1=CC=CC(=N1)N 6-Phenyl-2-aminopyridine